4-amino-N-[(1S)-1-(4-chlorophenyl)-3-hydroxypropyl]-1-(7H-pyrrolo[2,3-D]pyrimidin-4-yl)-4-piperidinecarboxamide C1CN(CCC1(C(=O)N[C@@H](CCO)C2=CC=C(C=C2)Cl)N)C3=NC=NC4=C3C=CN4